(S)-pyridinedicarboxylic acid dimethyl ester COC(=O)C1=NC=CC=C1C(=O)OC